SCC(CO)O 3-sulfanylpropane-1,2-diol